thiazol-4-ylmethyl 4-(6-(6,6-difluoro-2-azaspiro[3.3]heptan-2-yl)pyrazolo[1,5-a]pyridin-3-yl)piperidine-1-carboxylate FC1(CC2(CN(C2)C=2C=CC=3N(C2)N=CC3C3CCN(CC3)C(=O)OCC=3N=CSC3)C1)F